CNC1=NC(=NC=C1CO)SC [4-Methylamino-2-(methylsulfanyl)pyrimidin-5-yl]methanol